N(C1=CC=CC=C1)C1=CC=C(C(=O)O)C=C1 4-anilinobenzoic Acid